N-(1-(4-methoxyphenyl)-6-(5-methoxypyridin-3-yl)-1H-pyrazolo[3,4-d]pyrimidin-4-yl)-5-nitrothiophene-2-carboxamide COC1=CC=C(C=C1)N1N=CC=2C1=NC(=NC2NC(=O)C=2SC(=CC2)[N+](=O)[O-])C=2C=NC=C(C2)OC